N-(3-(Tert-pentyl)isoxazol-5-yl)-6-(pyrazolo[1,5-a]pyrazin-3-carbonyl)-4,5,6,7-tetrahydrothieno[2,3-c]pyridin-3-carboxamid C(C)(C)(CC)C1=NOC(=C1)NC(=O)C1=CSC=2CN(CCC21)C(=O)C=2C=NN1C2C=NC=C1